FC(C(=O)NF)(C(F)(F)F)C1=CC=CC=C1 2,3,3,3-tetrafluorofluoro-phenylpropionamide